O=C1N(C(C2=CC=CC=C12)=O)C[C@H]1N(CCC2=CC=CC(=C12)OCCCC(=O)NC)C(=O)[C@H]1[C@H](CCCC1)C(=O)OCC1=CC=CC=C1 benzyl (1S,2R)-2-((S)-1-((1,3-dioxoisoindolin-2-yl)methyl)-8-(4-(methylamino)-4-oxobutoxy)-1,2,3,4-tetrahydroisoquinoline-2-carbonyl)cyclohexane-1-carboxylate